(2S,3R,4S)-3,4-dihydroxy-4-methylpyrrolidine-1,2-dicarboxylic acid di-tert-butyl ester C(C)(C)(C)OC(=O)N1[C@@H]([C@H]([C@@](C1)(C)O)O)C(=O)OC(C)(C)C